7,8-dihydronaphthol C1(=CC=CC=2C=CCCC12)O